[2-(10H-phenoxazin-10-yl) ethyl] phosphate P(=O)(OCCN1C2=CC=CC=C2OC=2C=CC=CC12)([O-])[O-]